N-(1-(hydroxymethyl)cyclobutyl)-2-methyl-5-((2-(trifluoromethyl)pyridin-3-yl)methoxy)-benzofuran-3-carboxamide OCC1(CCC1)NC(=O)C1=C(OC2=C1C=C(C=C2)OCC=2C(=NC=CC2)C(F)(F)F)C